9,9-bis(4-methylthiophenyl)fluorene CSC1=CC=C(C=C1)C1(C2=CC=CC=C2C=2C=CC=CC12)C1=CC=C(C=C1)SC